N-((tert-butoxycarbonyl)-L-threonyl)-S-(methyl-d3)-L-cysteine methyl ester COC([C@@H](NC([C@@H](NC(=O)OC(C)(C)C)[C@H](O)C)=O)CSC([2H])([2H])[2H])=O